C(C)C1CN(C[C@@H]1C1=CN=C2N1C1=C(N=C2)NC=C1)C(=O)NCC(F)(F)F (31S,4R)-3-ethyl-4-(3H-imidazo[1,2-a]pyrrolo[2,3-e]pyrazin-8-yl)-N-(2,2,2-trifluoroethyl)pyrrolidine-1-carboxamide